F[Sb-](F)(F)(F)(F)F.C1(=CC=CC=C1)[S+](C1=CC=C(C=C1)SC1=CC=CC=C1)C1=CC=CC=C1 Diphenyl[4-(phenylthio)phenyl]sulfonium hexafluoroantimonat